N-vinyl-ethyl-acetamide Methyl-(S)-3-((tert-butoxycarbonyl)amino)-3-(4'-fluoro-2'-methyl-6'-(pent-4-en-1-yloxy)-[1,1'-biphenyl]-3-yl)propanoate COC(C[C@@H](C=1C=C(C=CC1)C1=C(C=C(C=C1OCCCC=C)F)C)NC(=O)OC(C)(C)C)=O.C(=C)NC(CCC)=O